2-methoxy-5-(4-(1-oxo-8-azaspiro[4.5]dec-2-en-8-yl)quinazolin-6-yl-pyridin-3-yl)benzenesulfonamide COC1=C(C=C(C=C1)C=1C(=NC=CC1)C=1C=C2C(=NC=NC2=CC1)N1CCC2(CC=CC2=O)CC1)S(=O)(=O)N